C(C)(C)C1=NN(C(C=2C=C3C=CC=CN3C21)=O)CC(=O)NC2=NC=NC=C2 2-(4-isopropyl-1-oxopyridazino[4,5-b]indolizin-2(1H)-yl)-N-(pyrimidin-4-yl)acetamide